6'-(2-(4-([1,1'-biphenyl]-4-yl)-6-phenyl-1,3,5-triazin-2-yl)phenyl)spiro[cyclohexane-1,9'-fluorene]-2'-carbonitrile C1(=CC=C(C=C1)C1=NC(=NC(=N1)C1=CC=CC=C1)C1=C(C=CC=C1)C=1C=C2C=3C=CC(=CC3C3(C2=CC1)CCCCC3)C#N)C3=CC=CC=C3